FC1=CC=CC=C1C(=O)NOC 6-fluoro-N-methoxybenzamide